7-(4-Fluoro-piperidin-1-yl)-2-(4-methoxy-phenyl)-imidazo[1,2-a]pyridine FC1CCN(CC1)C1=CC=2N(C=C1)C=C(N2)C2=CC=C(C=C2)OC